C(C)OC(C(CC)N1C=2C(=CC=C1)N=C(N2)SCC2=CC=C(C=C2)F)=O 2-(2-((4-Fluorobenzyl)thio)-4H-imidazo[4,5-b]pyridin-4-yl)butanoic acid ethyl ester